CO[C@@]1([C@@H](CCC([C@H]2CC([C@@H]2CC1)(C)C)=C)O)C (1S,5R,6S,9R)-6-methoxy-6,10,10-trimethyl-2-methylene-bicyclo[7.2.0]undecan-5-ol